ethoxymethyl-1,4-diaminobenzene C(C)OCC1=C(C=CC(=C1)N)N